FC1=CC(=C(OCC2=CC=CC3=C2N=C(O3)C)C=C1[N+](=O)[O-])OC 4-(4-fluoro-2-methoxy-5-nitrophenoxymethyl)-2-methyl-1,3-benzoxazole